(E)-N'-cyano-2-(1,3-dihydroisobenzofuran-1-yl)-N-((1,2,3,5,6,7-hexahydro-s-indacen-4-yl)carbamoyl)ethene-1-sulfonimidamide C(#N)N=S(=O)(NC(NC1=C2CCCC2=CC=2CCCC12)=O)\C=C\C1OCC2=CC=CC=C12